FC(OC=1C(=C2C(=NC1)SC=C2)C2=NN=C(N2C)C2=C(C=CC=C2F)F)F 5-(difluoromethoxy)-4-[5-(2,6-difluorophenyl)-4-methyl-1,2,4-triazol-3-yl]thieno[2,3-b]pyridine